FC(C(=O)O)(F)F.COC1=C(C=CC=C1)C1/C(/C(NC1)=O)=C/C1=CC=C2C(=NNC2=C1)\C=C\C1=CC=C(C=C1)CN1CCCCC1 (Z)-4-(2-methoxyphenyl)-3-((3-((E)-4-(piperidin-1-ylmethyl)styryl)-1H-indazol-6-yl)methylene)pyrrolidin-2-one trifluoroacetate